4a-(3-(trifluoromethyl)phenyl)octahydro-2H-benzo[b][1,4]oxazine FC(C=1C=C(C=CC1)C12C(OCCN1)CCCC2)(F)F